C(C)OC(=O)C1=NC(=NC(=C1[N+](=O)[O-])N(C)[C@H](C(=O)OC(C)(C)C)C)Cl (S)-6-((1-(tert-butoxy)-1-oxopropan-2-yl)(methyl)amino)-2-chloro-5-nitro-pyrimidine-4-carboxylic acid ethyl ester